C(C)(=O)C=1C(=CN(C(C1)=O)CCOC(C1=CC=CC=C1)=O)C(=O)OC Methyl 4-acetyl-1-(2-(benzoyloxy) ethyl)-6-oxo-1,6-dihydropyridine-3-carboxylate